C(C)(C)(C)OC(=O)N1CC(C1)C1=CC=2N=NC(=CC2N1C)C1=C(C=CC=C1)O 3-(3-(2-hydroxyphenyl)-5-methyl-5H-pyrrolo[3,2-c]pyridazin-6-yl)azetidine-1-carboxylic acid tert-butyl ester